ClC=1C=C(C=CC1C(=O)N1CCN(CC1)C(C[C@H]1CNCC1)=O)NC(=O)C=1N(C(=CN1)C1=C(C(=C(C=C1)OC)F)C(F)F)C N-[3-chloro-4-[4-[2-[(3S)-pyrrolidin-3-yl]acetyl]piperazine-1-carbonyl]phenyl]-5-[2-(difluoromethyl)-3-fluoro-4-methoxy-phenyl]-1-methyl-imidazole-2-carboxamide